N(Cl)Cl.[PH4+] phosphonium chlorimide